tetrahydro-2H-pyran-4-yl 4-(2,4-difluoro-3-hydroxyphenyl)-7-(2-methoxyphenyl)-2-methyl-5-oxo-1,4,5,6,7,8-hexahydroquinoline-3-carboxylate FC1=C(C=CC(=C1O)F)C1C(=C(NC=2CC(CC(C12)=O)C1=C(C=CC=C1)OC)C)C(=O)OC1CCOCC1